(3r,5r,7r)-adamantane-1-carboxylic acid 3-oxobut-1-en-2-yl ester O=C(C(=C)OC(=O)C12CC3CC(CC(C1)C3)C2)C